6-bromo-7,8-difluoro-3,4-dihydro-4-quinazolinone BrC=1C=C2C(NC=NC2=C(C1F)F)=O